C1(CC1)NC1CCN(CC1)C=1C2=CN(N=C2C(=CC1)C(=O)NC=1NC2=C(C(=NC(=C2)C)C)N1)C 4-[4-(cyclopropylamino)-1-piperidyl]-N-(4,6-dimethyl-1H-imidazo[4,5-c]pyridin-2-yl)-2-methyl-indazole-7-carboxamide